N[C@@H](C)C1=NC(=NN1C1=NC=CC=N1)N(C)C 5-[(1S)-1-aminoethyl]-N,N-dimethyl-1-pyrimidin-2-yl-1,2,4-triazol-3-amine